C1(CC1)C[C@@H](C(=O)OCC1=CC(=CC=C1)OC)NC(C[C@H]1N(C(CC1)=O)CC1=C(C(=CC=C1)F)F)=O 3-Methoxybenzyl (S)-3-cyclopropyl-2-(2-((S)-1-(2,3-difluorobenzyl)-5-oxopyrrolidin-2-yl)acetamido)propanoate